2-(1,2,2,2-tetrafluoro-1-trifluoromethyl-ethyl)-3-trifluoromethyl-oxirane FC(C(F)(F)F)(C(F)(F)F)C1OC1C(F)(F)F